3-amino-N-[(6S)-2-[(5R,9S)-9-amino-1-oxa-7-azaspiro[4.4]nonan-7-yl]-5,6,7,8-tetrahydroquinolin-6-yl]-6-methylthieno[2,3-b]pyridine-2-carboxamide NC1=C(SC2=NC(=CC=C21)C)C(=O)N[C@@H]2CC=1C=CC(=NC1CC2)N2C[C@]1(CCCO1)[C@H](C2)N